C1(CC1)C1=NC=NC(=C1C1=NC(=CC(=N1)CO)OCC1=CC(=C(C=C1)C=1N(C=C(N1)C(F)(F)F)C1CC1)F)OC [2-(4-cyclopropyl-6-methoxy-pyrimidin-5-yl)-6-[[4-[1-cyclopropyl-4-(trifluoromethyl)imidazol-2-yl]-3-fluoro-phenyl]methoxy]pyrimidin-4-yl]methanol